3-(4-((9-(diisopropylamino)nonyl)thio)-1-oxoisoindolin-2-yl)piperidine-2,6-dione C(C)(C)N(CCCCCCCCCSC1=C2CN(C(C2=CC=C1)=O)C1C(NC(CC1)=O)=O)C(C)C